C(C)(C)[C@H]1CC[C@H](CC1)OC[C@@H]1N(CCC[C@@H]1C1=NNC=C1)C(=O)OCC1=C(C=CC=C1)Cl 2-chlorobenzyl (CIS)-2-((((CIS)-4-isopropylcyclohexyl)oxy)methyl)-3-(1H-pyrazol-3-yl)piperidine-1-carboxylate